C(C)(C)(C)OC(=O)N1C(CN(CC1)C)CN.C1(CCCC1)OC=1C=C(C=C2CCCNC12)C(CCCC)=O 1-[8-(cyclopentyloxy)-1,2,3,4-tetrahydroquinolin-6-yl]pentan-1-one tert-butyl-2-(aminomethyl)-4-methyl-piperazine-1-carboxylate